ClCC1=C(OC[C@@H](C)NC(OC(C)(C)C)=O)C(=CC(=C1)F)F tert-butyl {(2R)-1-[2-(chloromethyl)-4,6-difluorophenoxy]propan-2-yl}carbamate